C1(CC1)C1=C(C=C(C=C1)[C@@H](NC(=O)[C@H]1N(C[C@@H](C1)F)C(CNC(=O)N1CC(C1)(F)F)=O)C1=CC=CC=C1)F (2S,4R)-N-[(S)-(4-cyclopropyl-3-fluorophenyl)(phenyl)methyl]-1-{2-[(3,3-difluoroazetidine-1-carbonyl)amino]acetyl}-4-fluoropyrrolidine-2-carboxamide